C(CCC)(=O)C1C(C2=CC=C(C=C2C1=O)S(=O)(=O)C=1C=C2C(C(C(C2=CC1)=O)C(CCC)=O)=O)=O 2-butanoyl-5-[(2-butanoyl-1,3-dioxo-2,3-dihydro-1H-inden-5-yl)sulfonyl]-2,3-dihydro-1H-indene-1,3-dione